3-(1-(2-fluorophenyl)vinyl)-1H-pyrazole FC1=C(C=CC=C1)C(=C)C1=NNC=C1